N(=O)C1=C(NC2=CC=CC=C12)C1=C(NC2=CC=CC=C12)C(=O)OCC ethyl 3-(3-nitroso-1H-indol-2-yl)-1H-indole-2-carboxylate